diisopropyl-naphthalenesulfonic acid sodium salt [Na+].C(C)(C)C=1C(=C(C2=CC=CC=C2C1)S(=O)(=O)[O-])C(C)C